FC1=C(C=C(C=C1)NC(=O)[C@H]1C2CCC([C@H]1NC(C1=C(C=CC(=C1)\C=C\COC)OC)=O)C2=C(C)C)C(F)(F)F (2S,3R)-N-[4-fluoro-3-(trifluoromethyl)phenyl]-3-{2-methoxy-5-[(1E)-3-methoxyprop-1-en-1-yl]benzamido}-7-(propan-2-ylidene)bicyclo[2.2.1]heptane-2-carboxamide